oxetan-3-yl 4-(3-(4-cyano-3-(trifluoromethyl) phenyl)-5,5-dimethyl-4-oxo-2-thioxoimidazolin-1-yl)-2-fluorobenzoate C(#N)C1=C(C=C(C=C1)N1C(N(C(C1=O)(C)C)C1=CC(=C(C(=O)OC2COC2)C=C1)F)=S)C(F)(F)F